tert-butyl N-[(3S)-1-(6-chloropyridazin-3-yl)pyrrolidin-3-yl]-N-cyclobutylcarbamate ClC1=CC=C(N=N1)N1C[C@H](CC1)N(C(OC(C)(C)C)=O)C1CCC1